C(C)(=O)OC1=C(C=CC(=C1)C1CCC1)N1N=C2CCN(C[C@H]3C2=C1CCN3C(=O)C3=CC=C(C1=C3NC(=N1)CCO)Br)C(C=C)=O |o1:21| (R or S)-2-(7-acryloyl-5-(4-bromo-2-(2-hydroxyethyl)-1H-benzo[d]imidazole-7-carbonyl)-3,4,5,5a,6,7,8,9-octahydro-2H-1,2,5,7-tetraazabenzo[cd]azulen-2-yl)-5-cyclobutylphenyl acetate